methyl (2-(3-(1-(3-(2-(2-(2-aminoethoxy)ethoxy)ethoxy)propanoyl)piperidin-4-yl)-5'-fluoro-1'-methyl-1H,1'H-[4,6'-biindazol]-1-yl)acetyl)glycylglycinate NCCOCCOCCOCCC(=O)N1CCC(CC1)C1=NN(C=2C=CC=C(C12)C1=C(C=C2C=NN(C2=C1)C)F)CC(=O)NCC(=O)NCC(=O)OC